COC(C(C(C)C)C1=CC(=NO1)N1CCCCC1)=O [5-(1-methoxy-3-methyl-1-oxobutan-2-yl)-1,2-oxazol-3-yl]Piperidine